di((triethylphenyl)methyl)phenol C(C)C1=C(C(=C(C=C1)CC=1C(=C(C=CC1)O)CC1=C(C(=C(C=C1)CC)CC)CC)CC)CC